Br.COC([C@H](CCCNC1=CC=C(C=C1)[N+](=O)[O-])N)=O (S)-2-amino-5-((4-nitrophenyl)amino)pentanoic acid methyl ester hydrobromide